Homoarginine ethyl ester C(C)OC([C@@H](N)CCCCNC(N)=N)=O